9,9',9''-(4-(3-(4,6-diphenyl-1,3,5-triazin-2-yl)phenyl)pyridine-2,3,6-triyl)tris(9H-pyrido[3,4-b]indole) C1(=CC=CC=C1)C1=NC(=NC(=N1)C1=CC=CC=C1)C=1C=C(C=CC1)C1=C(C(=NC(=C1)N1C2=C(C3=CC=CC=C13)C=CN=C2)N2C1=C(C3=CC=CC=C23)C=CN=C1)N1C2=C(C3=CC=CC=C13)C=CN=C2